BrC1=C(C=C(C=C1)[N+](=O)[O-])I 1-bromo-2-iodo-4-nitrobenzene